COC1=CC=C(CN(S(=O)(=O)[C@@H](CC(=O)OC)CCC=C)CC2=CC=C(C=C2)OC)C=C1 (R)-METHYL 3-(N,N-BIS(4-METHOXYBENZYL)SULFAMOYL)HEPT-6-ENOATE